N-(2,2-difluoropropyl)-2-(3-pyridyl)-2H-indazole-5-carboxamide FC(CNC(=O)C1=CC2=CN(N=C2C=C1)C=1C=NC=CC1)(C)F